BrC1=CC=C(O1)C(=O)NCCC1=CC=CC=C1 5-Bromo-N-phenethylfuran-2-carboxamide